C1(CC1)COC=1C(=CC2=CN(N=C2C1)C1CCN(CC1)CC(=O)N1CC2=CC=C(C=C2CC1)C1C(NC(CC1)=O)=O)NC(=O)C=1C=NN2C1N=CC=C2 N-(6-(cyclopropylmethoxy)-2-(1-(2-(6-(2,6-dioxopiperidin-3-yl)-3,4-dihydroisoquinolin-2(1H)-yl)-2-oxoethyl)piperidin-4-yl)-2H-indazol-5-yl)pyrazolo[1,5-a]pyrimidine-3-carboxamide